(4-(3-amino-4-(4-nitrophenyl)-1H-pyrazolo[3,4-b]pyridin-6-yl)-3,6-dihydropyridin-1(2H)-yl)-2-methylpropan-1-one NC1=NNC2=NC(=CC(=C21)C2=CC=C(C=C2)[N+](=O)[O-])C=2CCN(CC2)C(C(C)C)=O